1-[2-[(4S)-4-(2,3-dichloro-6-hydroxyphenyl)-2-oxopyrrolidin-1-yl]ethyl]piperazin-2-one ClC1=C(C(=CC=C1Cl)O)[C@@H]1CC(N(C1)CCN1C(CNCC1)=O)=O